C1(CCCCC1)C=1C=C(C(=CC1O)C)C(C1=C(C=CC=C1)O)C1=CC(=C(C=C1C)O)C1CCCCC1 bis(3-cyclohexyl-4-hydroxy-6-methylphenyl)-2-hydroxyphenylmethane